(R)-N-((1R)-1-(3,6-dimethyl-2-(2-methyltetrahydrofuran-2-yl)-4-oxo-3,4-dihydroquinazolin-8-yl)ethyl)-2-methylpropane-2-sulfinamide CN1C(=NC2=C(C=C(C=C2C1=O)C)[C@@H](C)N[S@](=O)C(C)(C)C)C1(OCCC1)C